O1CC1 (2R)-oxirane